FC1=C(C=CC=C1[N+](=O)[O-])C1=NC=CC=C1CN(C(OC(C)(C)C)=O)C tert-butyl ((2-(2-fluoro-3-nitrophenyl)pyridin-3-yl)methyl)(methyl)carbamate